ClC=1C(N(C(=CC1OCC1=NC=C(C=C1C)F)C)C1=CC(=NC=C1C)C1=NC(=CC=C1)C(C)(C)O)=O (P)-3-chloro-4-((5-fluoro-3-methylpyridin-2-yl)methoxy)-6''-(2-hydroxypropan-2-yl)-5',6-dimethyl-2H-[1,4':2',2''-terpyridin]-2-one